C(C)(C)(C)N1C(NC2=C(C1=O)C=CC=N2)=O 3-(tert-butyl)pyrido[2,3-d]pyrimidine-2,4(1h,3h)-dione